2'-O-allyladenosine C(C=C)O[C@H]1[C@@H](O[C@@H]([C@H]1O)CO)N1C=NC=2C(N)=NC=NC12